(E)-3-(2-(4-(2-(1,1-dioxidothiomorpholino)acetamido)piperidin-1-yl)phenyl)-N-hydroxyacrylamide O=S1(CCN(CC1)CC(=O)NC1CCN(CC1)C1=C(C=CC=C1)/C=C/C(=O)NO)=O